5-(((Trans-3-(3-cyclopropyl-4-(1-isopropyl-1H-pyrazolo[3,4-c]pyridin-7-yl)-1H-pyrazol-1-yl)cyclobutyl)methyl)amino)-2-(2,6-dioxopiperidin-3-yl)isoindoline-1,3-dion C1(CC1)C1=NN(C=C1C=1N=CC=C2C1N(N=C2)C(C)C)[C@@H]2C[C@H](C2)CNC=2C=C1C(N(C(C1=CC2)=O)C2C(NC(CC2)=O)=O)=O